NC1C(CC(C(C1)N)CCCCCCCCCCCCCCC)O 2,4-diamino-5-n-pentadecanyl-cyclohexanol